(2'S,6'S)-1'-benzyl-1-[(4-methoxyphenyl)methyl]-2'-methyl-6'-(1-methyltriazol-4-yl)-6-(trifluoromethyl)spiro[indoline-3,4'-piperidin]-2-one C(C1=CC=CC=C1)N1[C@H](CC2(C[C@H]1C=1N=NN(C1)C)C(N(C1=CC(=CC=C12)C(F)(F)F)CC1=CC=C(C=C1)OC)=O)C